3-((3-(9H-purin-6-yl)pyridin-2-yl)amino)-N-(3-(1-cyanocyclopropyl)phenyl)-5-fluoro-4-methylbenzamide N1=CN=C2NC=NC2=C1C=1C(=NC=CC1)NC=1C=C(C(=O)NC2=CC(=CC=C2)C2(CC2)C#N)C=C(C1C)F